ClC=1C=C2C=C(NC2=CC1OCC1=NSC(=C1)C)CNC(=O)C1(CC1)C N-((5-chloro-6-((5-methylisothiazol-3-yl)methoxy)-1H-indol-2-yl)methyl)-1-methylcyclopropane-1-carboxamide